tert-Butyl ((1S,3R)-3-((2-bromo-6-(difluoromethyl)pyridin-3-yl)oxy)cyclopentyl)carbamate BrC1=NC(=CC=C1O[C@H]1C[C@H](CC1)NC(OC(C)(C)C)=O)C(F)F